(S)-2-((5-(3-((9-amino-3-azaspiro[5.5]undec-3-yl)methyl)pyrrolidin-1-yl)-1,2,4-triazin-6-yl)oxy)-N-ethyl-5-fluoro-N-isopropylbenzamide NC1CCC2(CCN(CC2)C[C@H]2CN(CC2)C=2N=CN=NC2OC2=C(C(=O)N(C(C)C)CC)C=C(C=C2)F)CC1